FC1=C(C=CC(=C1)F)[S-] 2,4-difluorobenzene-thiolate